FC1=C(C=C(C=C1)NC(=O)C1=C(N(C(=C1C)C(C(=O)NC1CCC(CC1)O)=O)C)C)C N-(4-fluoro-3-methylphenyl)-5-(2-(((1r,4r)-4-hydroxycyclohexyl)amino)-2-oxoacetyl)-1,2,4-trimethyl-1H-pyrrole-3-carboxamide